1,2,3-tris(bromomethyl)benzene BrCC1=C(C(=CC=C1)CBr)CBr